C(C)C=1C=CC=C2C=C(C=C(C12)C1=C(C=2N=C(N=C(C2C=N1)N1CC2CCC(C1)N2C(=O)OC(C)(C)C)O)F)OCOC tert-butyl 3-{7-[8-ethyl-3-(methoxymethoxy)naphthalen-1-yl]-8-fluoro-2-hydroxypyrido[4,3-d]pyrimidin-4-yl}-3,8-diazabicyclo[3.2.1]octane-8-carboxylate